ClC1=C2C(=[N+](C=C1)[O-])CCC2 4-chloro-6,7-dihydro-5H-cyclopenta[b]pyridine 1-oxide